O1COCC2=C1C=CC(=C2)C(OC2CCN(CC2)C(=O)N2N=NC1=C2C=CC(=C1)C#N)C1=CC2=C(OCOC2)C=C1 1-(4-(bis(4H-benzo[d][1,3]dioxin-6-yl)methoxy)piperidine-1-carbonyl)-1H-benzo[d][1,2,3]triazole-5-carbonitrile